{8-chloro-1H,2H,3H-pyrido[2,3-b][1,4]oxazin-7-yl}-N-[4-(methanesulfonylmethyl)phenyl]-5H,6H,7H,8H-pyrido[3,4-d]pyrimidin-2-amine ClC1=C(C=NC=2OCCNC21)C=2C1=C(N=C(N2)NC2=CC=C(C=C2)CS(=O)(=O)C)CNCC1